N-(5-(3'-(Cyanomethyl)-2-oxo-2',3'-dihydrospiro[cyclopropane-1,1'-pyrrolo[2,3-c]quinolin]-8'-yl)-2-methoxypyridin-3-yl)-N-((2-(trimethylsilyl)ethoxy)methyl)benzenesulfonamide C(#N)CN1CC2(C3=C1C=NC=1C=CC(=CC31)C=3C=C(C(=NC3)OC)N(S(=O)(=O)C3=CC=CC=C3)COCC[Si](C)(C)C)C(C2)=O